OCC1CCN(CC1)S(=O)(=O)C=1C=CC(=C(C1)C=1NC(C2=C(N1)C(=CN2C)CCC)=O)OCCC 2-(5-((4-(Hydroxymethyl)piperidin-1-yl)sulfonyl)-2-propoxyphenyl)-5-methyl-7-propyl-3,5-dihydro-4H-pyrrolo[3,2-d]pyrimidin-4-one